C(C)N(C(OC(C)(C)C)=O)CCOC=1C=NC=CC1C1=C(C2=NC=CC=C2N1)C1=CC=CC=C1 tert-butyl ethyl(2-{[4-(3-phenyl-1H-pyrrolo[3,2-b]pyridin-2-yl)pyridin-3-yl]oxy}ethyl)carbamate